Benzyl methyl sulfone CS(=O)(=O)CC1=CC=CC=C1